(4-bromo-1H-indazole-6-yl)methanol BrC1=C2C=NNC2=CC(=C1)CO